(4-butylamino)-4-[5-(trifluoromethyl)-1,2,4-oxadiazol-3-yl]benzamide hydrochloride Cl.CCCCNC1=C(C(=O)N)C=CC(=C1)C1=NOC(=N1)C(F)(F)F